2-METHYL-DECANAL CC(C=O)CCCCCCCC